C1(CCCCC1)C[C@H](C(=O)N1CC([C@](CC1)(O)CN1C=C(C(=CC1=O)C1=CC=CC=C1)C(=O)N(C)C)(C)C)CCO 1-(((S)-1-((S)-2-(cyclohexylmethyl)-4-hydroxybutyryl)-4-hydroxy-3,3-dimethylpiperidin-4-yl)methyl)-N,N-dimethyl-6-oxo-4-phenyl-1,6-dihydropyridine-3-carboxamide